C(C)(C)(C)OC(=O)N(CC1CCC1)CC=1NC2=CC(=CC=C2C1)C(=O)OC methyl 2-[[tert-butoxycarbonyl(cyclobutylmethyl)amino]methyl]-1H-indole-6-carboxylate